(E)-1-{9-[(2R,4S,5R)-4-Hydroxy-5-(hydroxymethyl)tetrahydrofur-2-yl]-N-adenineyl}-5-guanidino-2-penten-1-one O[C@H]1C[C@@H](O[C@@H]1CO)N1C2=NC=NC(=C2N=C1)NC(\C=C\CCNC(=N)N)=O